BrC1=CC=C(C(=N1)COCC1=CC(=C(C(=C1)[N+](=O)[O-])OC)C1=NN(C=N1)C)C 6-Bromo-2-(((4-methoxy-3-(1-methyl-1H-1,2,4-triazol-3-yl)-5-nitrobenzyl)oxy)methyl)-3-methylpyridine